(3R)-N-(cyclobutylmethyl)-1-[6-[[5-(5-methoxy-3-pyridyl)-4H-1,2,4-triazol-3-yl]methyl]pyridazin-3-yl]piperidin-3-amine C1(CCC1)CN[C@H]1CN(CCC1)C=1N=NC(=CC1)CC1=NN=C(N1)C=1C=NC=C(C1)OC